(E)-N-(6-bromo-4,4-difluoro-3,4-dihydronaphthalene-1(2H)-ylidene)-2-methylpropane-2-sulfinamide BrC=1C=C2C(CC/C(/C2=CC1)=N\S(=O)C(C)(C)C)(F)F